C(=C)C1=CC2=CC=C(C=C2C=C1)OC 2-Ethenyl-6-methoxynaphthalene